benzofuro[3a,3,2-ef][2]benzazepin-6-benzoate C1=CC=C2C=3C4(C=CN=CC31)C(O2)C=C(C=C4)C4=CC=CC=C4C(=O)[O-]